{2-[2,6-Difluoro-4-(4-fluoropiperidine-1-sulfonyl)phenyl]-4-methylquinolin-7-yl}(6-methyl-2,6-diazaspiro[3.3]heptan-2-yl)methanone FC1=C(C(=CC(=C1)S(=O)(=O)N1CCC(CC1)F)F)C1=NC2=CC(=CC=C2C(=C1)C)C(=O)N1CC2(C1)CN(C2)C